Cl.NCC1=NC=C(C=N1)C1=CC=C(C(=N1)OC)NC(=O)C1=C(N=NN1C)C1=NC=C(C=C1)Cl N-(6-(2-(aminomethyl)pyrimidin-5-yl)-2-methoxypyridin-3-yl)-4-(5-chloropyridin-2-yl)-1-methyl-1H-1,2,3-triazole-5-carboxamide hydrochloride